F[C@H]1CN(CC[C@H]1OC)C1=NC=CC(=N1)N1CC2=C(C=CC(=C2C=C1)C(C)C)N1[C@@H]([C@H](C1)CS(=O)(=O)C)C N-(2-((3s,4r)-3-fluoro-4-methoxypiperidin-1-yl)pyrimidin-4-yl)-5-isopropyl-8-((2r,3s)-2-methyl-3-((methylsulfonyl)methyl)azetidin-1-yl)isoquinolin